[P@@](OCCCl)(OCOC(CN(C)C)COC1=C(C=CC=C1)CCC1=CC(=CC=C1)OC)(=O)F 2-chloroethyl (((1-(dimethylamino)-3-(2-(3-methoxyphenethyl) phenoxy)propan-2-yl)oxy)methyl) (R)-phosphorofluoridate